C(C)NC(=O)C=1C=C(C2=C([C@@](CO2)(C2=CC=CC=C2)CC)C1)C(=O)NC |o1:10| (S*)-N5,3-diethyl-N7-methyl-3-phenyl-2,3-dihydrobenzofuran-5,7-dicarboxamide